FC=1C=C(C=CC1)C1=C(C=CC=C1)O 2-(3'-fluorophenyl)-phenol